N1(C=NC=C1)CCOC1=NC2=C(C(=CC=C2C(=N1)N1C[C@H]2CC[C@@H](C1)N2)C2=CC(=CC1=CC=CC=C21)O)F 4-(2-(2-(1H-imidazol-1-yl)ethoxy)-4-((1R,5S)-3,8-diazabicyclo[3.2.1]octan-3-yl)-8-fluoroquinazolin-7-yl)naphthalen-2-ol